4,4'-oxydi-aniline O(C1=CC=C(N)C=C1)C1=CC=C(N)C=C1